OCC=1C=C(C=CC1)C1(COC1)CC(=O)OCC ethyl 2-(3-(3-(hydroxymethyl)phenyl)oxetan-3-yl)acetate